1-bromo-4-(cyclopropyldifluoromethyl)benzene BrC1=CC=C(C=C1)C(F)(F)C1CC1